5-hydroxy-6-(2-(5-((4-(((tetrahydrofuran-3-yl)amino)methyl)phenyl)ethynyl)pyridin-2-yl)ethyl)pyrimidin-4(3H)-one OC=1C(NC=NC1CCC1=NC=C(C=C1)C#CC1=CC=C(C=C1)CNC1COCC1)=O